methyl (2R)-1-tritylaziridine-2-carboxylate C(C1=CC=CC=C1)(C1=CC=CC=C1)(C1=CC=CC=C1)N1[C@H](C1)C(=O)OC